COC1=CC=C(C=C1)C(OC[C@@H]1[C@H]([C@H]([C@@H](O1)N1C=C2CCCSC=3C2=C1N=CN3)O[Si](C)(C)C(C)(C)C)O)(C3=CC=CC=C3)C3=CC=C(C=C3)OC 2-{5-O-[Bis(4-methoxyphenyl)(phenyl)methyl]-2-O-[tert-butyl(dimethyl)silyl]-β-D-ribofuranosyl}-2,7,8,9-tetrahydro-6-thia-2,3,5-triazabenzo[cd]azulene